4,5-dichloro-2-(prop-2-yn-1-yl)pyridazin ClC1=CN(NC=C1Cl)CC#C